N-{4-[(1H-1,2,4-triazol-1-yl)methyl]phenyl}-5H,6H,7H,8H-pyrido[3,4-d]pyrimidin-2-amine N1(N=CN=C1)CC1=CC=C(C=C1)NC=1N=CC2=C(N1)CNCC2